1-(4-((4'-((3-hydroxyazetidin-1-yl)methyl)-[1,1'-biphenyl]-4-yl)methyl)phenyl)-5-methyl-1H-1,2,4-triazole-3-carboxamide OC1CN(C1)CC1=CC=C(C=C1)C1=CC=C(C=C1)CC1=CC=C(C=C1)N1N=C(N=C1C)C(=O)N